methyl 5-amino-4-bromo-3-cyano-1-ethylpyrrolo[2,3-b]pyridine-6-carboxylate NC=1C(=C2C(=NC1C(=O)OC)N(C=C2C#N)CC)Br